lg-Mannitol C([C@H](O)[C@H](O)[C@@H](O)[C@@H](O)CO)O